tin(II) stearate C(CCCCCCCCCCCCCCCCC)(=O)[O-].[Sn+2].C(CCCCCCCCCCCCCCCCC)(=O)[O-]